Scandium-Lutetium [Lu].[Sc]